1-([1,2,4]triazolo[4,3-a]pyrazin-8-yl)-N-(2-bromo-4-fluorobenzyl)-N-(thiazol-5-ylmethyl)methylamine N=1N=CN2C1C(=NC=C2)CN(CC2=CN=CS2)CC2=C(C=C(C=C2)F)Br